CN1N=CC(=C1)C#CC1=CC=CC=2C=C(N(S(C21)(=O)=O)C2=CC=CC=C2)[C@@H](C)NC(=O)C=2C(=NN1C2N=CC=C1)NS(N)(=O)=O (R)-N-(1-(8-((1-methyl-1H-pyrazol-4-yl)ethynyl)-1,1-dioxo-2-phenyl-2H-benzo[e][1,2]thiazin-3-yl)ethyl)-2-(sulfamoylamino)pyrazolo[1,5-a]pyrimidine-3-carboxamide